N-(4-chlorophenyl)-3-ethyl-1-(thiazol-2-yl)-1H-pyrazole-4-carboxamide ClC1=CC=C(C=C1)NC(=O)C=1C(=NN(C1)C=1SC=CN1)CC